1-(3-hydroxyphenyl)ethanone OC=1C=C(C=CC1)C(C)=O